1-(4-morpholinophenyl)-2-(dimethylamino)-2-benzyl-1-butanone O1CCN(CC1)C1=CC=C(C=C1)C(C(CC)(CC1=CC=CC=C1)N(C)C)=O